C(C)(C)(C)OC1=CC=C(C=C1)CNC(=O)C1CCN(CC1)C(=O)C1=NNC(=C1)C1=CC=NC=C1 N-{[4-(tert-butoxy)phenyl]methyl}-1-[5-(pyridin-4-yl)-1H-pyrazole-3-carbonyl]piperidine-4-carboxamide